1-(thieno[3,2-d]Pyrimidin-4-yl)-1H-1,2,4-triazole-3,5-diamine N1=CN=C(C2=C1C=CS2)N2N=C(N=C2N)N